1-(3-(4-amino-5-(7-methoxy-5-methylbenzofuran-2-yl)-7H-pyrrolo[2,3-d]pyrimidin-7-yl)azetidin-1-yl)prop-2-en-1-one NC=1C2=C(N=CN1)N(C=C2C=2OC1=C(C2)C=C(C=C1OC)C)C1CN(C1)C(C=C)=O